tert-butyl (R)-3-((5-(4-cyano-2-hydroxyphenyl)pyrido[2,3-d]pyridazin-8-yl)amino)piperidine-1-carboxylate C(#N)C1=CC(=C(C=C1)C1=C2C(=C(N=N1)N[C@H]1CN(CCC1)C(=O)OC(C)(C)C)N=CC=C2)O